FC(CN1N=CC=2C1=CN=C(C2)[C@@H](C)NC(CC2=CC=C(C=C2)C(F)(F)F)=O)(F)F N-[(1R)-1-[1-(2,2,2-trifluoroethyl)-1H-pyrazolo[3,4-c]pyridin-5-yl]ethyl]-2-[4-(trifluoromethyl)phenyl]acetamide